ClC1C(CCC1)NC1C(CCC1)Cl di(2-chlorocyclopentyl)amine